1-(tetrahydro-2H-pyran-4-yl)-6,7-dihydro-1H-pyrazolo[4,3-c]pyridine-5(4H)-carboxamide O1CCC(CC1)N1N=CC=2CN(CCC21)C(=O)N